(S)-N-(3-Cyano-5-fluoropyridin-4-yl)-6-(4-ethyl-3-(hydroxymethyl)-5-oxo-4,5-dihydro-1H-1,2,4-triazol-1-yl)-5-fluoro-2-((1,1,1-trifluoropropan-2-yl)oxy)nicotinamide C(#N)C=1C=NC=C(C1NC(C1=C(N=C(C(=C1)F)N1N=C(N(C1=O)CC)CO)O[C@H](C(F)(F)F)C)=O)F